5-(morpholinomethyl)-6-oxo-1,6-dihydropyridine O1CCN(CC1)CC1=CC=CNC1=O